methyl (S)-4-(1-(3-(difluoromethyl)-1-methyl-5-(3-((trifluoromethyl)thio)phenoxy)-1H-pyrazole-4-carboxamido)ethyl)benzoate FC(C1=NN(C(=C1C(=O)N[C@@H](C)C1=CC=C(C(=O)OC)C=C1)OC1=CC(=CC=C1)SC(F)(F)F)C)F